2-(3-thienyl)ethanol S1C=C(C=C1)CCO